[Cl-].C(=C)N1C=[NH+]C=C1 N-vinylimidazolium chloride salt